N-butylmorpholinium C(CCC)[NH+]1CCOCC1